1,3-difluoro-2-chloro-5-phenyl-benzene FC1=C(C(=CC(=C1)C1=CC=CC=C1)F)Cl